1-butene-3,4-diol C=CC(CO)O